Ethyl 6-{5-[5-({[(7-cyclopentylpyrazolo[1,5-a]pyrimidin-6-yl)amino]carbonyl}amino)-3-methylpyridin-2-yl]-1,3,4-oxadiazol-2-yl}hexanoate C1(CCCC1)C1=C(C=NC=2N1N=CC2)NC(=O)NC=2C=C(C(=NC2)C2=NN=C(O2)CCCCCC(=O)OCC)C